ClC1=CC(=CN2C(=CC(=C12)C#CC(C)(NC)C)C=1SC(=NN1)C(F)F)S(=O)(=O)NC1(CC1)CF 8-chloro-3-(5-(difluoromethyl)-1,3,4-thiadiazol-2-yl)-N-(1-(fluoromethyl)cyclopropyl)-1-(3-methyl-3-(methylamino)but-1-yn-1-yl)indolizine-6-sulfonamide